Cl.C1(CC1)CN1[C@H]2[C@@]3(CC[C@H]([C@H]4[C@@]3(C=3C(=C(C=CC3C2)O)O4)CC1)NC(CC=1OC=CC1)=O)O 17-Cyclopropylmethyl-3,14β-dihydroxy-4,5α-epoxy-6β-[(2'-furanyl)acetamido]morphinan hydrochloride